ClC1=CC=CC=2C(=C(OC21)C(=O)NC)C 7-chloro-N,3-dimethylbenzofuran-2-carboxamide